(S)-4-(2-((3-aminopyrrolidin-1-yl)methyl)-1-(2,2-difluoroethyl)-5-(3,4-dimethylphenyl)-1H-pyrrolo[2,3-c]pyridin-4-yl)-2-fluorobenzonitrile N[C@@H]1CN(CC1)CC1=CC=2C(=CN=C(C2C2=CC(=C(C#N)C=C2)F)C2=CC(=C(C=C2)C)C)N1CC(F)F